2-(4-(((3S,5R)-1-(2-cyanoacetyl)-5-methylpiperidin-3-yl)amino)-1H-pyrrolo[2,3-b]pyridin-5-yl)-N-methyloxazole-4-carboxamide C(#N)CC(=O)N1C[C@H](C[C@H](C1)C)NC1=C2C(=NC=C1C=1OC=C(N1)C(=O)NC)NC=C2